C(C)(C)N[C@@H](C(=O)OC)CCCCN1CCCCC1 Methyl (2R)-2-(isopropylamino)-6-(piperidin-1-yl)hexanoate